Ethyl 2-[(3-bromophenyl)carbonyl]-3-(dimethylamino)prop-2-enoate BrC=1C=C(C=CC1)C(=O)C(C(=O)OCC)=CN(C)C